COC1=C2C=C(NC2=CC=C1)C(=O)N1CC2(CC2)C[C@H]1C(=O)N[C@@H](C[C@H]1C(NCC1)=O)C(COC(F)(F)F)=O (S)-5-(4-methoxy-1H-indole-2-carbonyl)-N-((S)-3-oxo-1-((S)-2-oxopyrrolidin-3-yl)-4-(trifluoromethoxy)butan-2-yl)-5-azaspiro[2.4]heptane-6-carboxamide